C(C)C1(C(=C(NC(=C1C(=O)O)C)C)C(=O)O)CC diethyl-1,4-dihydro-2,6-dimethyl-3,5-pyridinedicarboxylic acid